FC1=C(C(=CC=C1)F)C1=CC(=CC2=C1C(N1[C@@H](CO2)C[C@@H](C1)OC1=CC=C2CCC(NC2=C1)=O)=O)C (2S,11aR)-6-(2,6-Difluorophenyl)-8-methyl-2-((2-oxo-1,2,3,4-tetrahydroquinolin-7-yl)oxy)-2,3,11,11a-tetrahydro-1H,5H-benzo[f]pyrrolo[2,1-c][1,4]oxazepin-5-one